C(C=C)(=O)NCC1=C(C2=CC=CC=C2C(=C1)CNC(C=C)=O)O 2,4-diacrylamidomethyl-1-naphthol